ClC1=CN2C(S1)=NC(=C2C(=O)O)C 2-chloro-6-methyl-imidazo[2,1-b]thiazole-5-carboxylic acid